ClC=1C(N(C(N(C1C)COCC[Si](C)(C)C)=O)CC1=NC(=NO1)C[C@H](O)C1=CC=C(C=C1)Cl)=O 5-chloro-3-({3-[(2S)-2-(4-chlorophenyl)-2-hydroxyethyl]-1,2,4-oxadiazol-5-yl}methyl)-6-methyl-1-{[2-(trimethylsilyl)ethoxy]methyl}pyrimidine-2,4-dione